O[C@@]1(CC[C@H](N(C1)C=1C=CC(=NC1)NC=1C=CC(=C2CNC(C12)=O)C=1C=NN2C1CCCC2)C)C 7-((5-((2R,5R)-5-hydroxy-2,5-dimethyl-piperidin-1-yl)pyridin-2-yl)amino)-4-(4,5,6,7-tetrahydro-pyrazolo[1,5-a]pyridin-3-yl)isoindolin-1-one